FC=1C=C(C=CC1)C(CCCC\C=C/C1=NC=CC=C1)=O (Z)-(3-fluorophenyl)-7-(pyridine-2-yl)hept-6-en-1-one